FC(CN1C(=NC2=C1C=C(C=C2)C=2C=CN1N=C(N=C(C12)OC)NC1CC(C1)(C)C(=O)N1CCCC1)C)F ((1r,3r)-3-((5-(1-(2,2-difluoroethyl)-2-methyl-1H-benzo[d]imidazol-6-yl)-4-methoxypyrrolo[2,1-f][1,2,4]triazin-2-yl)amino)-1-methylcyclobutyl)(pyrrolidin-1-yl)methanone